N1=CC(=C2N1N=CC=C2)C2=C1C(=NC=C2)NC(=C1)CN1CCN(CC1)C(=O)C1=CC=C(C=C1)NC(C=C)=O N-(4-(4-((4-(Pyrazolo[1,5-b]pyridazin-3-yl)-1H-pyrrolo[2,3-b]pyridin-2-yl)methyl)piperazine-1-carbonyl)phenyl)acrylamide